N-tertiary butyl-2-chloro-N-(2-methylbenzyl)acetamide C(C)(C)(C)N(C(CCl)=O)CC1=C(C=CC=C1)C